2-n-amyl-propane-1,3-diol C(CCCC)C(CO)CO